tert-butyl (2R,3S,4S)-4-[(tert-butoxycarbonyl)oxy]-3-{[3-(3,5-dioxopiperazin-1-yl)propanoyl]oxy}-2-[(4-methoxyphenyl)methyl]pyrrolidine-1-carboxylate C(C)(C)(C)OC(=O)O[C@@H]1[C@H]([C@H](N(C1)C(=O)OC(C)(C)C)CC1=CC=C(C=C1)OC)OC(CCN1CC(NC(C1)=O)=O)=O